2-oxo-3-(2-(Tetrahydro-2H-pyran-4-yl)ethyl)-2,3-dihydro-1H-imidazo[4,5-b]pyrazin O=C1N(C=2C(=NC=CN2)N1)CCC1CCOCC1